FC(OC1=CC=CC=2C(N([C@]3(C=4N([C@@H](C21)C3)C3=C(N4)C=CC(=C3)C=3C=NC(=NC3)C(C)(C)O)C)C)=O)F (7R,14R)-1-(difluoromethoxy)-11-[2-(2-hydroxypropan-2-yl)pyrimidin-5-yl]-6,7-dimethyl-6,7-dihydro-7,14-methanobenzimidazo[1,2-b][2,5]benzodiazocin-5(14H)-one